S1C(=CC=C1)C1=CC=C(CN)C=C1 4-(2-thienyl)benzylamine